C(C1=CC=CC=C1)OC1=NC(=CC=C1C1=NN(C2=CC(=CC=C12)C1CCN(CC1)C[C@@H]1[C@@H](CN(CC1)C(=O)OC(C)(C)C)F)C)O tert-butyl (3S,4R)-4-((4-(3-(2-(benzyloxy)-6-hydroxypyridin-3-yl)-1-methyl-1H-indazol-6-yl)piperidin-1-yl)methyl)-3-fluoropiperidine-1-carboxylate